1-(3-cyclopropyl-cyclohexyl)-3-[(2-imidazol-1-ylpyridin-4-yl)methyl]urea C1(CC1)C1CC(CCC1)NC(=O)NCC1=CC(=NC=C1)N1C=NC=C1